4-[6-(5-chloropyridin-2-yl)-7-{[2-(trimethylsilyl)ethoxy]methyl}-7H-pyrrolo[2,3-d]pyrimidin-4-yl]morpholine ClC=1C=CC(=NC1)C1=CC2=C(N=CN=C2N2CCOCC2)N1COCC[Si](C)(C)C